ClC1=NN2C(C(=N1)NCC=1C(=NC=CC1)C1=CC=NN1C)=NC=C2C(=C)C 2-chloro-N-((2-(1-methyl-1H-pyrazol-5-yl)pyridin-3-yl)methyl)-7-(prop-1-en-2-yl)imidazo[2,1-f][1,2,4]triazin-4-amine